C1(CCCC=CCCCCCCCCC1)=O 5-cyclopentadecen-1-one